2-hydroxy-1-methyl-6,7,8,9-tetrahydro-5H-benzo[7]annulen-5-one OC=1C=CC2=C(CCCCC2=O)C1C